O=S1(NCC2=C1C=CC=C2NC2=NNC(=C2)[C@@H]2C[C@@H](CC2)N(C(O)=O)C(C)C)=O.N2C(=CC1=CC=CC=C21)CC 1-(1H-indol-2-yl)ethan (1R,3S)-3-(3-((1,1-dioxido-2,3-dihydrobenzo[d]isothiazol-4-yl)amino)-1H-pyrazol-5-yl)cyclopentyl-isopropylcarbamate